C(C)(=O)C(C(=O)OCC)C(C)=O ethyl 2-acetyl-3-oxobutanoate